S-tert-butyl-sulfinamide tert-butyl-(S)-2-(((3-fluoropyridin-2-yl)oxy)methyl)-2-methylpyrrolidine-1-carboxylate C(C)(C)(C)OC(=O)N1[C@](CCC1)(C)COC1=NC=CC=C1F.C(C)(C)(C)S(=O)N